CC1=C(C=C(C#N)C=C1)Cl 4-methyl-3-chlorobenzonitrile